C1(CC1)N(C1CCCCC1)C N-cyclopropyl-methyl-cyclohexylamine